CC=1SC=C(C1Cl)C 2,4-dimethyl-3-chlorothiophene